ethoxy-ortho-phenylphenol C(C)OC=1C(=C(C=CC1)O)C1=CC=CC=C1